(4-(2-(1,4-dimethyl-1H-pyrazol-5-yl)-5-fluoropyridin-4-yl)piperazin-1-yl)(5-(thiazol-5-yl)-4,5-dihydro-1H-pyrazol-1-yl)methanone CN1N=CC(=C1C1=NC=C(C(=C1)N1CCN(CC1)C(=O)N1N=CCC1C1=CN=CS1)F)C